methyl (2S)-2-(6-bromo-1-oxo-2,3-dihydro-1H-isoindol-2-yl)-3-hydroxypropionate BrC1=CC=C2CN(C(C2=C1)=O)[C@H](C(=O)OC)CO